tert-butyl (1-(7-((8-fluoro-2-methylimidazo[1,2-a]pyridin-6-yl)carbamoyl)-2-(2-methoxyethyl)-2H-indazol-4-yl)pyrrolidin-3-yl)carbamate FC=1C=2N(C=C(C1)NC(=O)C1=CC=C(C3=CN(N=C13)CCOC)N1CC(CC1)NC(OC(C)(C)C)=O)C=C(N2)C